2-(2-methoxy-3-pyridyl)-7-[1-[4-[1-methyl-4-(trifluoromethyl)imidazol-2-yl]phenyl]cyclopropyl]-5H-pyrrolo[3,2-d]pyrimidine COC1=NC=CC=C1C=1N=CC2=C(N1)C(=CN2)C2(CC2)C2=CC=C(C=C2)C=2N(C=C(N2)C(F)(F)F)C